(8S)-8-phenyl-N-[(3S)-5-methyl-4-oxo-2,3-dihydro-1,5-benzoxazepin-3-yl]-6,8-dihydro-5H-[1,2,4]triazolo[5,1-c][1,4]oxazine-2-carboxamide C1(=CC=CC=C1)[C@@H]1OCCN2C1=NC(=N2)C(=O)N[C@H]2COC1=C(N(C2=O)C)C=CC=C1